N-[5-(5-bromo-1H-benzimidazol-2-yl)-1H-pyrazol-3-yl]-3-chloro-4-(2-hydroxyethoxy)benzamide BrC1=CC2=C(NC(=N2)C2=CC(=NN2)NC(C2=CC(=C(C=C2)OCCO)Cl)=O)C=C1